6-amino-5-[(5-chloro-2-fluorophenyl)carbonyl]-1-(2,2-difluoroethyl)-2-methylbenzo[d]imidazole-4-carbonitrile NC=1C(=C(C2=C(N(C(=N2)C)CC(F)F)C1)C#N)C(=O)C1=C(C=CC(=C1)Cl)F